4-(difluoromethoxy)-N-{5-[4-(difluoromethoxy)phenyl]-2-(6-methoxypyridin-2-yl)-1-methyl-3-oxo-2,3-dihydro-1H-pyrazol-4-yl}benzamide FC(OC1=CC=C(C(=O)NC=2C(N(N(C2C2=CC=C(C=C2)OC(F)F)C)C2=NC(=CC=C2)OC)=O)C=C1)F